(S)-4-(1-Acetyl-2-methyl-1,2,3,4-tetrahydroquinolin-6-yl)-N-((2-(2-aminopyrimidin-5-yl)-4-morpholinothieno[3,2-d]pyrimidin-6-yl)methyl)benzamide C(C)(=O)N1[C@H](CCC2=CC(=CC=C12)C1=CC=C(C(=O)NCC2=CC=3N=C(N=C(C3S2)N2CCOCC2)C=2C=NC(=NC2)N)C=C1)C